4-(4,4,5,5-tetramethyl-1,3,2-dioxaborolan-2-yl)1H-imidazole CC1(OB(OC1(C)C)C=1N=CNC1)C